trans-diaminopalladium dibromide N[Pd](N)(Br)Br